CS(=O)(=O)O.CN(C1=CC=CC(=N1)[C@@H](CO)NC(CC)=O)C N-((S)-1-(6-(dimethylamino)pyridin-2-yl)-2-hydroxyethyl)propionamide methanesulfonate